α,α'-diisobutyl-m-xylene C(C(C)C)CC1=CC(=CC=C1)CCC(C)C